FC=1C(=NC=CC1I)CNC(C)=O N-[(3-fluoro-4-iodopyridin-2-yl)methyl]acetamide